(1-(((S)-1-(5-(3,4-dichlorophenyl)-1H-imidazol-2-yl)-2-methylpropyl)amino)-4-methyl-1-oxopentan-2-yl)phosphonic acid ClC=1C=C(C=CC1Cl)C1=CN=C(N1)[C@H](C(C)C)NC(C(CC(C)C)P(O)(O)=O)=O